6-fluoro-3-methoxy-2-nitrophenol FC1=CC=C(C(=C1O)[N+](=O)[O-])OC